[[2-[(2S)-2-[3-(methylamino)phenyl]-1-piperidyl]-2-oxo-acetyl]amino]pyridine-3-carboxamide CNC=1C=C(C=CC1)[C@H]1N(CCCC1)C(C(=O)NC1=NC=CC=C1C(=O)N)=O